ClC1=C(C=C(C=C1)F)C(=O)C1=C(C2=C(N=C(N2CC2=CC=C(C=C2)OC)N(C)C)C=C1Br)Br (2-chloro-5-fluorophenyl)[4,6-dibromo-2-(dimethylamino)-3-[(4-methoxyphenyl)methyl]benzo[d]imidazol-5-yl]methanone